(R)-N-(2,5-dichloro-4-(trifluoromethyl)phenyl)-2-(2-(3,6-dihydro-2H-pyran-4-yl)-5-ethyl-6-(3-methylpiperazine-1-yl)-7-oxo-[1,2,4]triazolo[1,5-a]pyrimidin-4(7H)-yl)acetamide ClC1=C(C=C(C(=C1)C(F)(F)F)Cl)NC(CN1C=2N(C(C(=C1CC)N1C[C@H](NCC1)C)=O)N=C(N2)C=2CCOCC2)=O